5-(1-(cyclobutylmethyl)piperidin-4-yl)-2-(4-isopropyl-5-(8-methoxy-[1,2,4]triazolo[1,5-a]pyridin-6-yl)-1H-pyrazol-3-yl)thiazole ethyl-3-oxo-3-tetrahydrofuran-2-yl-propanoate C(C)OC(CC(C1OCCC1)=O)=O.C1(CCC1)CN1CCC(CC1)C1=CN=C(S1)C1=NNC(=C1C(C)C)C=1C=C(C=2N(C1)N=CN2)OC